9-(4-chloro-2,6-difluoro-phenyl)-2,3-dimethyl-7-[(2R,4S)-2-(1-methyl-6-oxo-3-pyridyl)tetrahydropyran-4-yl]pyrimido[1,2-b]pyridazin-4-one ClC1=CC(=C(C(=C1)F)C=1C=2N(N=C(C1)[C@@H]1C[C@@H](OCC1)C1=CN(C(C=C1)=O)C)C(C(=C(N2)C)C)=O)F